4-methyl-6-(trifluoromethoxy)benzo[d]thiazol-2-amine CC1=CC(=CC2=C1N=C(S2)N)OC(F)(F)F